C(CCC)ONC([O-])=O N-butyloxylcarbamate